C(C)(C)(C)OC(=O)N1CC(N(CC1)C(=O)C1=CC=C2C=C(NC2=C1)C1=NNC=2CC(CCC12)(C)C)(C)C 4-[2-(6,6-dimethyl-4,5,6,7-tetrahydro-1H-indazol-3-yl)-1H-indole-6-carbonyl]-3,3-dimethylpiperazine-1-carboxylic acid tert-butyl ester